N-(2-chloro-5-cyanopyrimidin-4-yl)-2-fluoro-6-methoxybenzamide ClC1=NC=C(C(=N1)NC(C1=C(C=CC=C1OC)F)=O)C#N